tert-butyl ((1S,4S)-4-(((S)-(3-chloro-2-fluoro-5-hydroxyphenyl)(4-fluorobicyclo[2.2.1]heptan-1-yl)methyl)carbamoyl)-2,2-difluorocyclopentyl)carbamate ClC=1C(=C(C=C(C1)O)[C@H](C12CCC(CC1)(C2)F)NC(=O)[C@@H]2CC([C@H](C2)NC(OC(C)(C)C)=O)(F)F)F